2,2-Di-linoleyl-4-dimethylaminoethyl-[1,3]-dioxolane C(CCCCCCC\C=C/C\C=C/CCCCC)C1(OCC(O1)CCN(C)C)CCCCCCCC\C=C/C\C=C/CCCCC